C(C=C)(=O)OCCCC1=C(C(=O)O)C=CC=C1 (3-(acryloyloxy)propyl)benzoic acid